4-[(5-bromo-1,3,4-thiadiazol-2-yl)methyl]-6-[1-(2,4-difluorophenyl)-2,2,2-trifluoro-ethyl]-4,6-diazaspiro[2.4]heptane-5,7-dione BrC1=NN=C(S1)CN1C2(CC2)C(N(C1=O)C(C(F)(F)F)C1=C(C=C(C=C1)F)F)=O